1-(3-(4-(2-(2-methoxyethoxy)ethoxy)phenyl)-6-(4,4,4-trifluorobutyl)pyrazin-2-yl)piperidine-4-carboxylic acid COCCOCCOC1=CC=C(C=C1)C=1C(=NC(=CN1)CCCC(F)(F)F)N1CCC(CC1)C(=O)O